ICC\C=C\CCCCCCCC(OCC)OCC (3E)-1-iodo-12,12-diethoxy-3-dodecene